BrC=1N=C(C(=NC1C)N1CCC(CC1)(C)NC(OC(C)(C)C)=O)C#N tert-Butyl N-[1-(5-bromo-3-cyano-6-methylpyrazin-2-yl)-4-methylpiperidin-4-yl]carbamate